N[C@H](C(=O)N1CCC2(C[C@@H](NC2=O)CCN2CCN(CC2)C2=CC=C(C=C2)F)CC1)CC (R)-8-((S)-2-aminobutanoyl)-3-(2-(4-(4-fluorophenyl)piperazin-1-yl)ethyl)-2,8-diazaspiro[4.5]decan-1-one